(R)-1-N-Boc-2-hydroxymethylpiperidine CC(C)(C)OC(=O)N1CCCCC1CO